CC=1N(C(C=2N=C(N=C(C2N1)N1CCN(CC1)C(=O)OCC1=CC=CC=C1)OC[C@H]1N(CCC1)C)=O)C1=C2C=NNC2=CC=C1C benzyl (S)-4-(6-methyl-7-(5-methyl-1H-indazol-4-yl)-2-((1-methylpyrrolidin-2-yl)methoxy)-8-oxo-7,8-dihydropyrimido[5,4-d]pyrimidin-4-yl)piperazine-1-carboxylate